C[C@H]1CCC(N(C1)C(C(=O)NC1=C2C(=CN=C1)N(N=C2)COCC[Si](C)(C)C)=O)C=2C=CC1=C(N=C(S1)C1CCN(CC1)C)C2 2-[(5S)-5-methyl-2-[2-(1-methyl-4-piperidyl)-1,3-benzothiazol-5-yl]-1-piperidyl]-2-oxo-N-[1-(2-trimethylsilylethoxymethyl)pyrazolo[3,4-c]pyridin-4-yl]acetamide